(S)-3-chloro-5-fluoro-N-(6-azaspiro[2.5]Oct-1-yl)benzamide ClC=1C=C(C(=O)N[C@H]2CC23CCNCC3)C=C(C1)F